[Na].[Na].COC=1C(=NC=NC1O)O 5-methoxy-4,6-dihydroxypyrimidine disodium